C1(=CC=CC=C1)C=1SC2=C(N1)C=CC(=C2)N 2-phenylbenzo[d]thiazol-6-amine